2-[(2R)-3-(3,4-dihydro-1H-isoquinolin-2-yl)-2-hydroxy-propyl]-6-[(1-ethyl-4-piperidinyl)oxy]-3,4-dihydroisoquinolin-1-one C1N(CCC2=CC=CC=C12)C[C@H](CN1C(C2=CC=C(C=C2CC1)OC1CCN(CC1)CC)=O)O